(S)-(1-(3-(1H-1,2,4-triazol-3-yl)phenyl)-1H-pyrrolo[2,3-b]pyridin-5-yl)1-(3-methylpiperidin-1-yl)methanone N1N=C(N=C1)C=1C=C(C=CC1)N1C=CC=2C1=NC=C(C2)C(=O)N2C[C@H](CCC2)C